OCC1NC(OC1)=O 4-Hydroxymethyl-2-oxazolidinon